3-({[4-amino-6-(5-chloro-2-fluorophenyl)pyridazin-3-yl]oxy}methyl)-1-methylcyclobutan-1-ol NC1=C(N=NC(=C1)C1=C(C=CC(=C1)Cl)F)OCC1CC(C1)(O)C